N-(5-((6-((R)-3-(3,5-difluorophenyl)isoxazolidine-2-yl)pyrimidine-4-yl)amino)-4-methoxy-2-(4-(oxetane-3-yl)piperazine-1-yl)phenyl)acrylamide FC=1C=C(C=C(C1)F)[C@@H]1N(OCC1)C1=CC(=NC=N1)NC=1C(=CC(=C(C1)NC(C=C)=O)N1CCN(CC1)C1COC1)OC